(5-cyclopropyl-1H-pyrazol-3-yl)-6-methoxy-2-(pyrrolidin-1-yl)-7-(3-(pyrrolidin-1-yl)propoxy)quinazolin-4-amine C1(CC1)C1=CC(=NN1)C1=C2C(=NC(=NC2=CC(=C1OC)OCCCN1CCCC1)N1CCCC1)N